FC1(CN(CCC1)C=1OC2=C(N1)C=C(C=C2)NC(=O)C2=CC1=C(OCCO1)C=C2)F 2,3-dihydro-benzo[1,4]dioxine-6-carboxylic acid [2-(3,3-difluoro-piperidin-1-yl)-benzooxazol-5-yl]-amide